C1NCC2=C(C=CC=C12)CN1C(NC(C2=C1C=CN2)=O)=C=S (isoindolin-4-ylmethyl)-2-thiocarbonyl-1,2,3,5-tetrahydro-4H-pyrrolo[3,2-d]pyrimidin-4-one